Biphenyl-4-yl-(dibenzofuran-4-yl)amine C1(=CC=C(C=C1)NC1=CC=CC2=C1OC1=C2C=CC=C1)C1=CC=CC=C1